(3R,4R)-1-cyclohexyl-4-{[5-(2,4-difluoro-phenyl)-isoxazole-3-carbonyl]-amino}-piperidine-3-carboxylic acid [2-(2-hydroxy-ethoxy)-ethyl]-isopropyl-amide OCCOCCN(C(=O)[C@@H]1CN(CC[C@H]1NC(=O)C1=NOC(=C1)C1=C(C=C(C=C1)F)F)C1CCCCC1)C(C)C